N-(1,1-dioxido-2,3-dihydrothiophen-3-yl)-6-(4-fluorophenyl)-N-((2-methoxypyridin-4-yl)methyl)indoline-3-carboxamide O=S1(CC(C=C1)N(C(=O)C1CNC2=CC(=CC=C12)C1=CC=C(C=C1)F)CC1=CC(=NC=C1)OC)=O